C[C@H]1NC(C=2N(C1)C=NC2)=O (6R)-6-methyl-6,7-dihydro-5H-imidazo[1,5-a]pyrazin-8-one